BrC=1C=C(C=CC1)N1C(=NC2=C1C=CC=C2)C2=CC=CC=C2 (3-bromophenyl)-2-phenyl-1H-benzimidazole